Br.Br.NCCCCN putrescine dihydrobromide